1,3-divinyl-1,1,3,3-tetramethyl-disiloxane platinum (0) [Pt].C(=C)[Si](O[Si](C)(C)C=C)(C)C